N-[4-(6-Chloropyridin-3-yl)-3-sulfamoylphenyl]-2-(4-methoxyphenyl)acetamide ClC1=CC=C(C=N1)C1=C(C=C(C=C1)NC(CC1=CC=C(C=C1)OC)=O)S(N)(=O)=O